methyl 2-[4-[2-((2S,6S)-2,6-dimethylmorpholin-4-yl)ethoxy]phenyl]acetate C[C@H]1CN(C[C@@H](O1)C)CCOC1=CC=C(C=C1)CC(=O)OC